ditetradecyl-(trimethylarsine) methylphosphonate iodide [I-].CP([O-])([O-])=O.C(CCCCCCCCCCCCC)C([As](C)C)CCCCCCCCCCCCCC